2-{3-[(4-methanesulfonyl-2-methoxyphenyl)amino]prop-1-yn-1-yl}-1-(2-methylpropyl)-N-[(1R,4R)-4-(morpholin-4-yl)cyclohexyl]-1H-indol-4-amine CS(=O)(=O)C1=CC(=C(C=C1)NCC#CC=1N(C=2C=CC=C(C2C1)NC1CCC(CC1)N1CCOCC1)CC(C)C)OC